OC1CCC(CC1)CC1CCC(CC1)O bis(4-hydroxycyclohexyl)methane